C(C1=CC=CC=C1)OC1=CC=NC=2CCC(C(C12)=O)(F)F 4-(benzyloxy)-6,6-difluoro-7,8-dihydro-quinolin-5(6H)-one